C(C1=CC=CC=C1)OC1=CN=C(N1)N1N=CC2=CC(=CC=C12)C(=O)O (5-(benzyloxy)-1H-imidazol-2-yl)-1H-indazole-5-carboxylic acid